C1(CC1)C#CC1=C(N)C=CC=C1 2-(cyclopropylethynyl)aniline